C(C=C)(=O)N1[C@H](CN(CC1)C=1C2=C(N=C(N1)OC[C@H]1N(CCC1)C)C[C@H](O[C@H]2C)C2=CC=CC1=CC=CC=C21)CC#N 2-((S)-1-acryloyl-4-((5S,7S)-5-methyl-2-(((S)-1-methylpyrrolidin-2-yl)methoxy)-7-(naphthalen-1-yl)-7,8-dihydro-5H-pyrano[4,3-d]pyrimidin-4-yl)piperazin-2-yl)acetonitrile